Cl.COC=1C=CC2=C(C(=NO2)CCN(C)C)C1 2-(5-methoxybenzo[d]isoxazol-3-yl)-N,N-dimethylethan-1-amine hydrochloride